CN1CCN(CC1)C(=O)NC(C(=O)O)CCN(CCCCC1=NC=2NCCCC2C=C1)CCOC1=CC=CC=C1 2-[(4-methylpiperazine-1-carbonyl)amino]-4-[2-phenoxyethyl-[4-(5,6,7,8-tetrahydro-1,8-naphthyridin-2-yl)butyl]amino]butanoic acid